OC1=C(C=C(C=C1)C=CC=O)OC 3-(4-hydroxy-3-methyloxyphenyl)prop-2-enal